N-(6-amino-5-methoxypyridin-3-yl)-2-(2-(4-fluorophenyl)-5-methylpiperidin-1-yl)-2-oxoacetamide NC1=C(C=C(C=N1)NC(C(=O)N1C(CCC(C1)C)C1=CC=C(C=C1)F)=O)OC